2-(1-methylethyl)cyclohexanecarboxamide CC(C)C1C(CCCC1)C(=O)N